C(C)OC1CC2N(C(C1)C2)C(=O)NC2=CC(=C(C=C2)C)C2=NC=CC=C2 Cis-3-ethoxy-N-(4-methyl-3-(pyridin-2-yl)phenyl)-6-azabicyclo[3.1.1]heptane-6-carboxamide